FC(S(=O)(=O)OC1=CN2C(=CC=C2C=C1)C(=O)[O-])(F)F 6-(((Trifluoromethyl)sulfonyl)oxy)indolizine-3-carboxylate